Nonadecan-10-yl ((((2R,3S,5R)-5-(6-amino-2-fluoro-9H-purin-9-yl)-2-ethynyl-3-hydroxytetra-hydrofuran-2-yl)methoxy)-(phenoxy)phosphoryl)-L-alaninate NC1=C2N=CN(C2=NC(=N1)F)[C@H]1C[C@@H]([C@@](O1)(C#C)COP(=O)(OC1=CC=CC=C1)N[C@@H](C)C(=O)OC(CCCCCCCCC)CCCCCCCCC)O